S1(=O)(=O)NC(=O)C2=CC=CC=C12 saccharine